C(C=C)(=O)N1C[C@H](CCC1)C(=O)NC1=C(C=C(C=C1)NC(C1=NC(=CC=C1)C=1C=NOC1)=O)F (S)-N-(4-(1-acryloylpiperidine-3-carboxamido)-3-fluorophenyl)-6-(isoxazol-4-yl)picolinamide